2-[5-[2-[(4-aminocyclohexyl)amino]-1-phenyl-ethyl]-2-chloro-phenyl]-3-fluoro-4-[[(2S)-tetrahydrofuran-2-yl]methoxy]benzamide trifluoroacetate salt FC(C(=O)O)(F)F.NC1CCC(CC1)NCC(C1=CC=CC=C1)C=1C=CC(=C(C1)C1=C(C(=O)N)C=CC(=C1F)OC[C@H]1OCCC1)Cl